2-(6-amino-8-((6-(dimethylamino)benzo[d][1,3]dioxol-5-yl)thio)-9H-purin-9-yl)-N-isobutylethanesulfonamide NC1=C2N=C(N(C2=NC=N1)CCS(=O)(=O)NCC(C)C)SC1=CC2=C(OCO2)C=C1N(C)C